C(C1=CC=CC=C1)OC1=CC=C2C(=C(CCC2=C1)Br)C1=CC=C(C=C1)OCC(OCC)OCC 7-benzyloxy-3-bromo-4-[4-(2,2-diethoxyethoxy)phenyl]-1,2-dihydronaphthalene